tert-butyl (3R)-3-({4-[(3-methyl-4-{[1,2,4]triazolo[1,5-a]pyridin-7-yloxy}phenyl)amino]pyrido[3,2-d]pyrimidin-6-yl}amino)pyrrolidine-1-carboxylate CC=1C=C(C=CC1OC1=CC=2N(C=C1)N=CN2)NC=2C1=C(N=CN2)C=CC(=N1)N[C@H]1CN(CC1)C(=O)OC(C)(C)C